(S)-2-(4-fluoro-4-(((5-fluoro-6-(3-(5-(trifluoromethyl)pyridin-2-yl)morpholino)pyrimidin-4-yl)amino)methyl)piperidin-1-yl)acetamide FC1(CCN(CC1)CC(=O)N)CNC1=NC=NC(=C1F)N1[C@H](COCC1)C1=NC=C(C=C1)C(F)(F)F